C1(=CC=CC=C1)C(N1CC(C1)=O)C1=CC=CC=C1 1-diphenylmethyl-3-azetidinone